6-(3,3-difluoroazetidin-1-yl)-5-methoxypyridin FC1(CN(C1)C1=C(C=CC=N1)OC)F